(R)-3,4-dichloro-1-(2,2-dimethyl-4-oxopyrrolidin-1-yl)-12-oxo-6a,7,9,10-tetrahydro-12H-pyrazino[2,1-c]Pyrido[3,4-f][1,4]Oxazepin-8(6H)-carboxylic acid tert-butyl ester C(C)(C)(C)OC(=O)N1C[C@@H]2COC3=C(C(N2CC1)=O)C(=NC(=C3Cl)Cl)N3C(CC(C3)=O)(C)C